IC=1C=NN(C1)C1CC(C1)OC 4-iodo-1-[(1r,3r)-3-methoxycyclobutyl]-1H-pyrazole